O1COC2=C1C=CC(=C2)C=O benzo[d][1,3]dioxol-5-formaldehyde